C(C=C)(=O)N1[C@@H](C[C@H](CC1)N1N=NC=2C(=NC=3C(=C(C(=CC3C21)C)C2=CC=C(C=C2)F)F)O[C@H](CN(C)C)C)CC#N 2-((2S,4S)-1-acryloyl-4-(4-(((S)-1-(dimethylamino)propan-2-yl)oxy)-6-fluoro-7-(4-fluorophenyl)-8-methyl-1H-[1,2,3]triazolo[4,5-c]quinolin-1-yl)piperidin-2-yl)acetonitrile